tert-Butyl (S)-4-((R)-1-((4-(N,N-diethylsulfamoyl)phenyl)sulfonyl)piperidine-3-carbonyl)-2-methylpiperazine-1-carboxylate C(C)N(S(=O)(=O)C1=CC=C(C=C1)S(=O)(=O)N1C[C@@H](CCC1)C(=O)N1C[C@@H](N(CC1)C(=O)OC(C)(C)C)C)CC